Dihydroindene C1CCC2=CC=CC=C12